5-((2-(prop-1-ynyl)pyridin-4-yl)oxy)-1H-1,2,3-triazole-4-carboxylic acid C(#CC)C1=NC=CC(=C1)OC1=C(N=NN1)C(=O)O